7-(1,5-Dimethyl-1H-pyrazol-4-yl)-8-fluoro-4-iodoisoquinolin-1-amine CN1N=CC(=C1C)C1=CC=C2C(=CN=C(C2=C1F)N)I